The molecule is an oxonium betaine obtained by deprotonation of the 5-hydroxy group of cyanidin 3-O-(6-O-glucosyl-2-O-xylosylgalactoside). It is the major microspecies at pH 7.3 (according to Marvin v 6.2.0.). It is a conjugate base of a cyanidin 3-O-(6-O-glucosyl-2-O-xylosylgalactoside). C1[C@H]([C@@H]([C@H]([C@@H](O1)O[C@@H]2[C@H]([C@H]([C@H](O[C@H]2OC3=C(OC4=CC(=O)C=C(C4=C3)O)C5=CC(=C(C=C5)O)O)CO[C@H]6[C@@H]([C@H]([C@@H]([C@H](O6)CO)O)O)O)O)O)O)O)O